C(#N)C(C(=O)OCC(CCCC)CC)=C(C1=CC=CC=C1)C1=CC=C(C=C1)OC 2-ethylhexyl 2-cyano-3-(4-methoxyphenyl)-3-phenylacrylate